C1(CC1)C[C@@H](C(N[C@@H](C[C@H]1C(NCC1)=O)C(COC(F)(F)F)=O)=O)NC(C(=O)NC1(CC(C1)(F)F)C)=O N1-((S)-3-cyclopropyl-1-oxo-1-(((S)-3-oxo-1-((S)-2-oxopyrrolidin-3-yl)-4-(trifluoromethoxy)butan-2-yl)amino)propan-2-yl)-N2-(3,3-difluoro-1-methylcyclobutyl)oxalamide